N(=[N+]=[N-])C[C@]1(C[C@H](NC1)C(=O)NC1=NC(=CC=C1)Br)F (2S,4R)-4-(Azidomethyl)-N-(6-bromopyridin-2-yl)-4-fluoropyrrolidine-2-carboxamide